(2R,3R,4S,5R,6R)-6-((5-(4-bromothiazol-2-yl)isoxazol-3-yl)methyl)-2-(hydroxymethyl)-5-methoxy-4-(4-(3,4,5-trifluorophenyl)-1H-1,2,3-triazol-1-yl)tetrahydro-2H-pyran-3-ol BrC=1N=C(SC1)C1=CC(=NO1)C[C@@H]1[C@@H]([C@H]([C@H]([C@H](O1)CO)O)N1N=NC(=C1)C1=CC(=C(C(=C1)F)F)F)OC